[N-](S(=O)(=O)C(F)(F)F)S(=O)(=O)C(F)(F)F.C(CCCCCCCCCCC)N1CN(C=C1)C 1-dodecyl-3-methylimidazole bis(trifluoromethylsulfonyl)imide salt